COC(C[C@@H](C)O[Si](C)(C)C(C)(C)C)=O (R)-3-((tert-Butyldimethylsilyl)oxy)butanoic acid methyl ester